C(C=C)(=O)N1[C@H](CN(CC1)C=1C2=C(N=C(N1)OCC13CCCN3CCC1)C=C(C=N2)C2=CC=CC=1CC3C(C21)C3)CC#N 2-((2S)-1-acryloyl-4-(2-((tetrahydro-1H-pyrrolizin-7a(5H)-yl)methoxy)-7-(1,1a,6,6a-tetrahydrocyclopropa[a]inden-2-yl)pyridino[3,2-d]pyrimidin-4-yl)piperazin-2-yl)acetonitrile